1-[4-(3-{5-[(R)-(1,3-dimethyl-azetidin-3-yl)-hydroxy-(4-trifluoromethoxy-phenyl)-methyl]-pyridin-3-yl}-[1,2,4]Oxadiazol-5-yl)-piperidin-1-yl]-ethanone CN1CC(C1)(C)[C@@](C=1C=C(C=NC1)C1=NOC(=N1)C1CCN(CC1)C(C)=O)(C1=CC=C(C=C1)OC(F)(F)F)O